COC1=CC(=C(C=C1)[C@H]1[C@@H](OS(O1)=O)C(=O)OCC)[N+](=O)[O-] (4R,5S)-ethyl 5-(4-methoxy-2-nitrophenyl)-1,3,2-dioxathiolane-4-carboxylate 2-oxide